C(C)(C)(C)OC(=O)N1CC(N(CC1)C)CF 3-(fluoromethyl)-4-methylpiperazine-1-carboxylic acid tert-butyl ester